(R)-N-(1-(4-(4-isopropyl-5-(8-methyl-[1,2,4]triazolo[1,5-a]pyridin-6-yl)-1H-pyrazol-3-yl)phenyl)ethyl)propan-2-amine C(C)(C)C=1C(=NNC1C=1C=C(C=2N(C1)N=CN2)C)C2=CC=C(C=C2)[C@@H](C)NC(C)C